C1(=CC=CC=C1)C=1N=NC(=CC1O)Cl 3-Phenyl-4-hydroxy-6-chloropyridazin